COC(=O)C=1C(NC2=CC(=C(C=C2C1)F)Br)=O 7-bromo-6-fluoro-2-oxo-1,2-dihydroquinoline-3-carboxylic acid methyl ester